N-((3R,4S)-4-((6-(2,6-dichloro-3,5-dimethoxyphenyl)-8-(3,3-difluoroazetidin-1-yl)pyrido[3,4-d]pyrimidin-2-yl)amino)tetrahydrofuran-3-yl)acrylamide ClC1=C(C(=C(C=C1OC)OC)Cl)C1=CC2=C(N=C(N=C2)N[C@H]2[C@H](COC2)NC(C=C)=O)C(=N1)N1CC(C1)(F)F